3-[2-(1,3-benzothiazol-2-yl)-2-{2',4'-dichloro-[1,1'-biphenyl]-3-sulfonamido}ethyl]-N'-hydroxybenzene-1-carboximidamide S1C(=NC2=C1C=CC=C2)C(CC=2C=C(C=CC2)C(N)=NO)NS(=O)(=O)C=2C=C(C=CC2)C2=C(C=C(C=C2)Cl)Cl